BrC=1C(=C(C=C(C1)F)C1=CC(=C(C=C1)N1C(N(C=C1)C)=O)Cl)OC 1-(3'-bromo-3-chloro-5'-fluoro-2'-methoxy-[1,1'-biphenyl]-4-yl)-3-methyl-1H-imidazol-2(3H)-one